4-(5-chloro-4-(7-methoxy-1-methyl-1H-indol-3-yl)pyrimidin-2-yl)-N1-(2-(dimethylamino)ethyl)-N1-methyl-2-nitrobenzene-1,4-diamine ClC=1C(=NC(=NC1)C1(CC(=C(C=C1)N(C)CCN(C)C)[N+](=O)[O-])N)C1=CN(C2=C(C=CC=C12)OC)C